CC=1OCC(N1)C(C)(C)C 2-methyl-tert-butyl-oxazoline